COC1=CC=C(C=C1)CN1C(N(CCC1=O)C1=CN=CC2=C(C=CC=C12)N1CC2CCC(C1)N2C(=O)OC(C)(C)C)=O tert-butyl 3-[4-[3-[(4-methoxyphenyl)methyl]-2,4-dioxo-hexahydropyrimidin-1-yl]-8-isoquinolyl]-3,8-diazabicyclo[3.2.1]octane-8-carboxylate